2-Ethyl 1-(4-bromophenyl)-4-nitro-pyrazole-3-carboxylate BrC1=CC=C(C=C1)N1N=C(C(=C1)[N+](=O)[O-])C(=O)OCC